para-xylylene dithiocyanate C1(=CC=C(C=C1)CSC#N)CSC#N